tert-butyl (4-(2-methoxy-N-methylacetamido)-4-oxobutyl)(methyl)carbamate COCC(=O)N(C)C(CCCN(C(OC(C)(C)C)=O)C)=O